D-glucose 6-phosphate dipotassium salt hydrate O.[K+].[K+].P(=O)([O-])([O-])OC[C@H]([C@H]([C@@H]([C@H](C=O)O)O)O)O